(2S)-2-amino-3-(4-methoxyphenyl)-propionic acid N[C@H](C(=O)O)CC1=CC=C(C=C1)OC